C[C@@H]1N(CC[C@@H](C1)N(CC1=CC(=CC=C1)C(F)(F)F)C)C(=O)OC(C)(C)C t-butyl (2S,4S)-2-methyl-4-(methyl(3-(trifluoromethyl)benzyl)amino)piperidine-1-carboxylate